ClC1=C(C=CC=C1)C(C(=O)NC(NC)=O)C1=NC=CC(=C1)C1CC1 (2-chlorophenyl)-2-(4-cyclopropyl-2-pyridyl)-N-(methylcarbamoyl)acetamide